N=1C=NN2C1C=C(C=C2)OC2=CC(=C(C=C2C)NC2=NC=NC1=CC(=C(C=C21)NC(/C(=C\[C@@H]2N(CCC2)C)/Cl)=O)OC)OC (R,E)-N-(4-((4-([1,2,4]triazolo[1,5-a]pyridin-7-yloxy)-2-methoxy-5-methylphenyl)amino)-7-methoxyquinazolin-6-yl)-2-chloro-3-(1-methylpyrrolidin-2-yl)acrylamide